((2-(cyclopropylmethyl)-1,2,3,4-tetrahydroisoquinolin-7-yl)(methyl)amino)Benzonitrile hydrochloride Cl.C1(CC1)CN1CC2=CC(=CC=C2CC1)N(C)C1=C(C#N)C=CC=C1